7-Methoxy-9,10-dihydrophenanthrene-2,5-diol COC=1C=C(C=2C=3C=CC(=CC3CCC2C1)O)O